F[C@H]1C[C@@H](CNC1)N1N=C2N=C(C=CC2=C1)C1=C(C=C(C=C1C)C(F)(F)F)O 2-[2-[(3S-S)-5-fluoro-3-piperidyl]pyrazolo[3,4-b]pyridin-6-yl]-3-methyl-5-(trifluoromethyl)phenol